[5-(pyrazin-2-yl)pyridin-3-yl]Ethynyl-benzamide N1=C(C=NC=C1)C=1C=C(C=NC1)C#CC1=C(C(=O)N)C=CC=C1